FC1([C@@H]2[C@H](N([C@H](C1)CC2)C(=O)C2(C1=CC=CC=C1C=1C=CC=CC21)O)C(=O)N[C@H](C[C@H]2C(NCC2)=O)\C=C(\S(=O)(=O)C)/F)F (1S,3S,4S)-5,5-difluoro-N-((R,E)-4-fluoro-4-(methylsulfonyl)-1-((S)-2-oxopyrrolidin-3-yl)but-3-en-2-yl)-2-(9-hydroxy-9H-fluorene-9-carbonyl)-2-azabicyclo[2.2.2]octane-3-carboxamide